CN1N=CC(=C1)C1=CC(=NC(=N1)C=1C=NN(C1)C)C(=O)N[C@@H](C)C1=CC(=CC=C1)F (S)-6-(1-methyl-1H-pyrazol-4-yl)-N-(1-(3-fluorophenyl)ethyl)-2-(1-methyl-1H-pyrazol-4-yl)pyrimidine-4-formamide